(R)-1-(4-(5-(pyrrolidin-3-yl)-1,2,4-oxadiazol-3-yl)phenyl)ethan-1-one O-(4-phenylbutyl) oxime hydrochloride Cl.C1(=CC=CC=C1)CCCCON=C(C)C1=CC=C(C=C1)C1=NOC(=N1)[C@H]1CNCC1